3-bromo-5-methyl-4-nitro-1-tetrahydropyran-2-yl-indazole BrC1=NN(C2=CC=C(C(=C12)[N+](=O)[O-])C)C1OCCCC1